1-bromo-2-methylsulfonylethane BrCCS(=O)(=O)C